4-[2-[[5-[[(2S)-2-(4-chloro-6-oxo-pyridazin-1-yl)propanoyl]amino]-2-methyl-phenyl]sulfonylamino]ethyl]benzoic acid ClC=1C=NN(C(C1)=O)[C@H](C(=O)NC=1C=CC(=C(C1)S(=O)(=O)NCCC1=CC=C(C(=O)O)C=C1)C)C